C(C)(=O)N1CCC(CC1)N1CC(C1)N1N=C(C(=C1)C=1C(=NC(=CC1)C=1C=NN(C1)C(F)F)C(=O)N)C(F)F (1-(1-(1-acetylpiperidin-4-yl)azetidin-3-yl)-3-(difluoromethyl)-1H-pyrazol-4-yl)-6-(1-(difluoromethyl)-1H-pyrazol-4-yl)-2-pyridineamide